C(CC(C)C)C(C(=O)O)=CC1=CC=C(C=C1)OC.COC1=CC=C(C=CC(=O)OCCC(C)C)C=C1 isopentyl p-methoxycinnamate (Isoamyl p-Methoxycinnamate)